N[C@H](C(=O)N[C@H](C(=O)N[C@H](C(=O)OC)C[C@H]1C(NCC1)=O)CC1CC1)CC1=CC=CC2=CC=CC=C12 (S)-methyl 2-((S)-2-((S)-2-amino-3-(naphthalen-1-yl)propanamido)-3-cyclopropylpropanamido)-3-((S)-2-oxopyrrolidin-3-yl)propanoate